rac-N-{[4-(1-ethyl-1H-pyrazol-5-yl)-2,5-dioxoimidazolidin-4-yl]methyl}-2-(4-fluorophenyl)-2H-1,2,3-triazole-4-carboxamide C(C)N1N=CC=C1[C@]1(NC(NC1=O)=O)CNC(=O)C1=NN(N=C1)C1=CC=C(C=C1)F |r|